ClC=1C=C(C=CC1Cl)NC(C#CC(=O)OCC)=O Ethyl 4-((3,4-dichlorophenyl)amino)-4-oxobut-2-ynoate